4-formylcyclohexanecarbonitrile C(=O)C1CCC(CC1)C#N